COC=1C=C(C=NC1OC)NC=C1C(OC(OC1=O)(C)C)=O 5-{[(5,6-dimethoxypyridin-3-yl)amino]methylidene}-2,2-dimethyl-1,3-dioxane-4,6-dione